(Z)-6-((2,6-dimethoxybenzyl)sulfonyl)-2-(4-methoxybenzylidene)-2H-benzo[b][1,4]thiazin-3(4H)-one COC1=C(CS(=O)(=O)C2=CC3=C(S\C(\C(N3)=O)=C/C3=CC=C(C=C3)OC)C=C2)C(=CC=C1)OC